NC1=C2N=CN(C2=NC=N1)CCOC1=CC(=C(C#N)C=C1)Cl 4-(2-(6-amino-9H-purin-9-yl)ethoxy)-2-chlorobenzonitrile